[Li].C(CC(O)(C(=O)[O-])CC(=O)[O-])(=O)[O-].[Fe+3].[Li] lithium ferric citrate lithium